{3-[(2S)-1-[(R)-phenyl((3R)-1H,2H,3H,4H-pyrido[2,3-b]pyrazin-3-yl)methoxy]propan-2-yl]phenyl}acetic acid C1(=CC=CC=C1)[C@@H](OC[C@@H](C)C=1C=C(C=CC1)CC(=O)O)[C@H]1CNC2=C(N1)N=CC=C2